hexa-2,4-dien-1-ol C(C=CC=CC)O